3-(methylsulfonyl)-1-(1-((1-(pyridin-2-yl)azetidin-3-yl)methyl)-7-(4-(trifluoromethyl)phenoxy)-3,4-dihydroisoquinolin-2(1H)-yl)propan-1-one CS(=O)(=O)CCC(=O)N1C(C2=CC(=CC=C2CC1)OC1=CC=C(C=C1)C(F)(F)F)CC1CN(C1)C1=NC=CC=C1